[4-[5-(benzylamino)isoxazol-3-yl]-1-piperidyl]-[3-fluoro-4-(trifluoromethyl)phenyl]methanone 2,4-di-tert-butylphenyl-hydrogenphosphate C(C)(C)(C)C1=C(C=CC(=C1)C(C)(C)C)OP(=O)(O)O.C(C1=CC=CC=C1)NC1=CC(=NO1)C1CCN(CC1)C(=O)C1=CC(=C(C=C1)C(F)(F)F)F